C1(CCCCC1)CC(=O)O[C@@H]1[C@H](O[C@@]([C@@H]1O)(C#N)C1=CC=C2C(=NC=NN21)N)COC(CC2(CCCCC2)N)=O (2R,3S,4R,5R)-2-((2-(1-aminocyclohexyl) acetoxy) methyl)-5-(4-aminopyrrolo[2,1-f][1,2,4]triazin-7-yl)-5-cyano-4-hydroxytetrahydrofuran-3-yl 2-cyclohexylacetate